Palladium glutarate C(CCCC(=O)[O-])(=O)[O-].[Pd+2]